(2-bromophenyl)phosphane BrC1=C(C=CC=C1)P